C(#N)C1=CC=C2C=C(N(C2=C1)CC1=CC=C(C=C1)C(F)(F)F)C(=O)NC1CCN(CC1)C(CCNC(OC(C)(C)C)=O)=O tert-butyl (3-(4-(6-cyano-1-(4-(trifluoromethyl)benzyl)-1H-indole-2-carboxamido)-piperidin-1-yl)-3-oxopropyl)carbamate